N'-[5-bromo-6-(4-isopropylcyclohexoxy)-2-methyl-3-pyridyl]-N-ethyl-N-methyl-formamidine BrC=1C=C(C(=NC1OC1CCC(CC1)C(C)C)C)N=CN(C)CC